BrC1=C(C=C(S1)C1=C2N=C3C(=NC2=C(C(=C1F)F)C=1SC(=C(C1)CC(CCCCCCCC)CCCCCCCC)Br)C=1C=CC=C2C=CC=C3C12)CC(CCCCCCCC)CCCCCCCC 8,11-bis(5-bromo-4-(2-octyl-decyl)thiophene-2-yl)-9,10-difluoroacenaphtho[1,2-b]quinoxaline